C(C)OC(C)OC(=O)C1C2C=CC(C1)C2=O 5-(1-(1-ethoxy)ethoxycarbonyl)-7-oxo-bicyclo[2.2.1]Hept-2-ene